(E)-N-(2-(6-methoxy-2-oxo-2,3-dihydro-1,3-benzoxazol-3-yl)ethyl)-3-(5-bromo-2-furyl)acrylamide COC1=CC2=C(N(C(O2)=O)CCNC(\C=C\C=2OC(=CC2)Br)=O)C=C1